OCC1=CN(C2=CC=CC=C12)C(=O)OCOCCCCCCCCCCCC (dodecyloxy)methyl 3-(hydroxymethyl)-1H-indole-1-Carboxylate